ClC1=C(C(=CC=C1)[N+](=O)[O-])OC 1-chloro-2-methoxyl-3-nitrobenzene